OCCCNCCCCCCCC(=O)OC(CCCCCCCC)CCCCCCCC heptadecan-9-yl 8-((3-hydroxypropyl)amino)octanoat